(2R)-2-amino-2-(3-methoxyphenyl)-N-[3-(1H-pyrazol-4-yl)-1H-indol-7-yl]acetamide N[C@@H](C(=O)NC=1C=CC=C2C(=CNC12)C=1C=NNC1)C1=CC(=CC=C1)OC